2-(2,6-dioxopiperidin-3-yl)-5-((6-oxo-6-(4-(4-(pyrimidin-2-yl)-1H-pyrazol-1-yl)piperidin-1-yl)hexyl)amino)isoindoline-1,3-dione O=C1NC(CCC1N1C(C2=CC=C(C=C2C1=O)NCCCCCC(N1CCC(CC1)N1N=CC(=C1)C1=NC=CC=N1)=O)=O)=O